C1(=CC=CC=C1)C(C)Br α-phenylethyl bromide